9'-(2,5,6-tri(9H-carbazol-9-yl)-4-(o-tolyl)pyridin-3-yl)-9H-9,3':6',9''-tercarbazole C1=CC=CC=2C3=CC=CC=C3N(C12)C1=NC(=C(C(=C1N1C2=CC=C(C=C2C=2C=C(C=CC12)N1C2=CC=CC=C2C=2C=CC=CC12)N1C2=CC=CC=C2C=2C=CC=CC12)C1=C(C=CC=C1)C)N1C2=CC=CC=C2C=2C=CC=CC12)N1C2=CC=CC=C2C=2C=CC=CC12